ClC1=CC(=C(C=C1)[C@]1(OC2=C(O1)C=CC=C2C2=CC[C@H](OC2)CC2=NC1=C(N2C[C@H]2OCC2)C=C(C=C1)C(=O)O)C)F 2-(((S)-5-((R)-2-(4-chloro-2-fluorophenyl)-2-methylbenzo[d][1,3]dioxol-4-yl)-3,6-dihydro-2H-pyran-2-yl)methyl)-1-(((S)-oxetan-2-yl)methyl)-1H-benzo[d]imidazole-6-carboxylic acid